CC(C)N(C(C)C)C(=O)C=C N,N-diisopropylacrylamide